C1C2=C(CCNC1)SC1=C2C=CC=C1 2,3,4,5-tetrahydro-1H-benzo[4,5]thieno[2,3-d]azepine